C(=O)(OCC(CCCC)OCC)OOC(=O)OCC(CCCC)OCC bis-(2-ethoxyhexyl) peroxydicarbonate